4-chloro-1,7-naphthyridine-6-carbonyl chloride ClC1=CC=NC2=CN=C(C=C12)C(=O)Cl